4-[5-(4-cyanophenyl)-1-[2-(trifluoromethyl)phenyl]pyrrol-2-yl]-N-[2-(dimethylamino)ethyl]benzamide hydrochloride Cl.C(#N)C1=CC=C(C=C1)C1=CC=C(N1C1=C(C=CC=C1)C(F)(F)F)C1=CC=C(C(=O)NCCN(C)C)C=C1